CC1(C2=CC=CC=C2C=2C=CC(=CC12)NC1=CC=CC=2OC3=C(C21)C=CC=C3)C N-(9,9-dimethyl-9H-fluoren-2-yl)dibenzo[b,d]Furan-1-amine